FC1(CC=C(CC1)C=1C=CC=C2C=C(C=NC12)C(=O)NCCCO)F 8-(4,4-difluorocyclohex-1-en-1-yl)-N-(3-hydroxypropyl)quinoline-3-carboxamide